4-(4-Bromo-2-methyl-phenyl)sulfonyl-1-[(4-methoxyphenyl)methyl]-2,5-dimethyl-2,3-dihydroquinoxaline BrC1=CC(=C(C=C1)S(=O)(=O)N1CC(N(C2=CC=CC(=C12)C)CC1=CC=C(C=C1)OC)C)C